NC=1C=CC(=C(C1)C1=CC=CC=C1)CCNC(OC(C)(C)C)=O tert-Butyl (2-(5-amino-[1,1'-biphenyl]-2-yl)ethyl)carbamate